CN1C=C(C=2C1=NC(=CC2)OC2CCC1(CN(C1)C(=O)C1CC(C1)(C)O)CC2)C (7-((1,3-dimethyl-1H-pyrrolo[2,3-b]pyridin-6-yl)oxy)-2-azaspiro[3.5]non-2-yl)((1s,3s)-3-hydroxy-3-methylcyclobutyl)methanone